CC(C(=O)OCCC(=C(F)F)F)(C)N1N=C(C=C1)C(F)(F)F 3,4,4-trifluorobut-3-en-1-yl 2-methyl-2-(3-(trifluoromethyl)-1H-pyrazol-1-yl)propanoate